COC1=C(C=C(C=C1)OC1=CC=C(C=C1)C(F)(F)F)NC(=O)C=1NC(OC1)=O N-(2-Methoxy-5-(4-(trifluoromethyl)phenoxy)phenyl)-2-oxo-2,3-dihydrooxazole-4-carboxamide